COC(=O)C1CN(CCC1N)C(=O)OCC1=CC=CC=C1 4-aminopiperidine-1,3-dicarboxylic acid 1-benzyl ester 3-methyl ester